1,2-bis(cyclohexylamino)ethane C1(CCCCC1)NCCNC1CCCCC1